C(C)C1=NC2=CC=C(C=C2NC1=O)CNC1CC(C1)NC=1C=CC(=NC1)C(=O)NC 5-((3-(((2-ethyl-3-oxo-3,4-dihydroquinoxalin-6-yl)methyl)amino)cyclobutyl)amino)-N-methylpicolinamide